((1R,5S,6r)-3-(5-bromopyridin-2-yl)-3-azabicyclo[3.1.0]hexane-6-yl)methanol BrC=1C=CC(=NC1)N1C[C@H]2C([C@H]2C1)CO